N1C=C(C2=CC=CC=C12)C[C@@H](C)NC12CC(C1)C2 (R)-N-(1-(1H-indol-3-yl)propan-2-yl)bicyclo[1.1.1]pentan-1-amine